N1N=CC(=C1)C1=C2C(=NC=C1)N(N=C2CNC(OC(C)(C)C)=O)C2=CC=C(C=C2)OC(F)(F)F tert-butyl ((4-(1H-pyrazol-4-yl)-1-(4-(trifluoromethoxy)phenyl)-1H-pyrazolo[3,4-b]pyridin-3-yl)methyl)carbamate